CC1=CC=C(C=C1)S(=O)(=O)[O-].C[N+]1=CC2=CC=CC=C2CC1 N-methyl-3,4-dihydroisoquinolinium p-toluenesulphonate